2-[1-(2-cyanophenyl)-1-[1-(2-methoxyethyl)pyrazol-4-yl]propan-2-yl]-5-methoxy-1-methyl-6-oxopyrimidine-4-carboxylic acid ethyl ester C(C)OC(=O)C=1N=C(N(C(C1OC)=O)C)C(C(C=1C=NN(C1)CCOC)C1=C(C=CC=C1)C#N)C